3-(4-chlorophenyl)-4-(5-chloro-2-fluorophenyl)-5-neopentylpyrrolidine-2-carboxylic acid ClC1=CC=C(C=C1)C1C(NC(C1C1=C(C=CC(=C1)Cl)F)CC(C)(C)C)C(=O)O